Br[C@H](CO)[C@H](C1=CC=CC=C1)Br |o1:1,4| rel-(2R,3S)-2,3-dibromo-3-phenylpropan-1-ol